ClC1=C(C=C(C=C1)NC(OC(C)(C)C)=O)NS(=O)(=O)C1=CC=CC=C1 tert-Butyl (4-chloro-3-(phenylsulfonamido)phenyl)carbamate